C1(CC1)S(=O)(=O)NC1=CC(=NC=C1)[C@H](C[C@H]1NCCCC1)NC(=O)C=1SC(=CN1)C1=NC(=CN=C1)OCC N-((S)-1-(4-(cyclopropanesulfonamido)pyridin-2-yl)-2-((S)-piperidin-2-yl)ethyl)-5-(6-ethoxypyrazin-2-yl)thiazole-2-carboxamide